NC1=C(C=CC=C1)SC=1N=CC(=NC1)N1CCC2(CCC[C@H]2N)CC1 (R)-8-(5-((2-aminophenyl)thio)pyrazin-2-yl)-8-azaspiro[4.5]decan-1-amine